4-((tert-butylimino)methyl)benzonitrile C(C)(C)(C)N=CC1=CC=C(C#N)C=C1